C(CCCCCCCCC)OC(CCC)=O.C(CCC)(=O)OCCCCCCCCCC Decyl butanoate Decyl-butanoate